t-butoxycarbonyl-theanine C(C)(C)(C)OC(=O)N[C@@H](CCC(=O)NCC)C(=O)O